tri-octyl-methyl-ammonium iodide [I-].C(CCCCCCC)[N+](C)(CCCCCCCC)CCCCCCCC